C(C)(C)(C)OC=1C(=C(C(=CC1)C)C)OC(C)(C)C di-tert-butoxy-ortho-xylene